1-Ethyl-3-propylimidazolium hexafluorophosphat F[P-](F)(F)(F)(F)F.C(C)N1C=[N+](C=C1)CCC